CC1=C2C=3C=CC=CC3C=CC2=C2C=CC=CC2=C1 5-Methylchrysene